ethyl (S)-2-(3-((tert-butyldimethylsilyl)oxy)pyrrolidin-1-yl)oxazole-4-carboxylate [Si](C)(C)(C(C)(C)C)O[C@@H]1CN(CC1)C=1OC=C(N1)C(=O)OCC